CN(C)CC(=O)NN.Cl.Cl N,N-dimethylglycine hydrazide dihydrochloride